ClC1=C(C(=O)N(C)C)C=CC(=C1)OC[C@H](CCC1CCN(CC1)C([C@](C(F)(F)F)(C1=CC(=CC=C1)OC)O)=O)C |o1:14,24| 2-chloro-N,N-dimethyl-4-((S or R)-2-methyl-4-(1-((S or R)-3,3,3-trifluoro-2-hydroxy-2-(3-methoxyphenyl)propanoyl)piperidin-4-yl)butoxy)benzamide